4-fluoro-N-((S)-6-(((1R,2S)-2-(4-fluorophenyl)cyclopropyl)amino)-1-(4-methylpiperazin-1-yl)-1-oxohexan-2-yl)benzamide FC1=CC=C(C(=O)N[C@H](C(=O)N2CCN(CC2)C)CCCCN[C@H]2[C@@H](C2)C2=CC=C(C=C2)F)C=C1